C(CCCCC(=O)O)(=O)O.CNC Dimethylamine adipate